C(C)(C)(C)OC(=O)N1C(CC1)C1CCN(CC1)C=1C=NC(=CC1)[N+](=O)[O-] (1-(6-nitropyridin-3-yl)piperidin-4-yl)azetidine-1-carboxylic acid tert-butyl ester